COC1=C(CNCCN(C(OC(C)(C)C)=O)C)C=CC(=C1)OC tert-butyl (2-((2,4-dimethoxybenzyl)amino)ethyl)(methyl)carbamate